O=C1CCSC2=C(N1)C=CC(=C2)C(=O)O 2,3,4,5-tetrahydro-4-oxo-1,5-benzothiazepine-8-carboxylic acid